(R)-4-chloro-5-(3-((4-(piperazin-1-yl)pyridin-2-yl)oxy)pyrrolidin-1-yl)pyridazin-3(2H)-one ClC=1C(NN=CC1N1C[C@@H](CC1)OC1=NC=CC(=C1)N1CCNCC1)=O